O1N=CC(=C1)C1=CC(=C2C=NN(C2=C1)C1OCCCC1)N1CC(C1)OCCCCNC(OC(C)(C)C)=O tert-butyl (4-((1-(6-(isoxazol-4-yl)-1-(tetrahydro-2H-pyran-2-yl)-1H-indazol-4-yl)azetidin-3-yl)oxy)butyl)carbamate